C(CC)CCC1=CC=CC=C1CCC 2,6-dipropylethylbenzene